C(C1=CC=CC=C1)OC1=C(OCCOCCOCCOCCOCCOCCOC)C=C(C=C1)[N+](=O)[O-] 19-[2-(benzyloxy)-5-nitrophenoxy]-2,5,8,11,14,17-hexaoxanonadecane